[Sn].[Pb].[Ni].[Cu] copper nickel lead tin